NC1=NC=CC=C1C1=NC=2C(=NC(=CC2)C2=CC=CC=C2)N1C1=CC=C(C=C1)NC(CCC1=CC(=C(C=C1)C=O)O)=O N-(4-(2-(2-aminopyridin-3-yl)-5-phenyl-3H-imidazo[4,5-b]pyridin-3-yl)phenyl)-3-(4-formyl-3-hydroxyphenyl)propanamide